COC1=CC=C(C=C1)CNCC1=CC(=NC=C1)N(C)C 4-[[(4-methoxyphenyl)methylamino]methyl]-N,N-dimethyl-pyridin-2-amin